C1(CCCCC1)NC=1C=C2C3=C(N(C2=CC1OC)C)C(=NC=C3)C N-cyclohexyl-7-methoxy-1,9-dimethyl-9H-pyrido[3,4-b]indol-6-amine